CC=1C=C(C=NC1)[C@H]1N(OCC1)C(=O)C1CCN(CC1)C1=NC=CC(=N1)C(=O)N (S)-2-(4-(3-(5-methylpyridin-3-yl)isoxazolidin-2-carbonyl)piperidin-1-yl)pyrimidine-4-carboxamide